tert-butyl ({2-[6-(5-methyl-1,3,4-oxadiazol-2-yl)pyridin-2-yl]-6-[(2R)-2-methylpyrrolidin-1-yl]-1-oxo-2,3-dihydro-1H-pyrrolo[3,4-c]pyridin-4-yl}methyl)carbamate CC1=NN=C(O1)C1=CC=CC(=N1)N1CC=2C(=NC(=CC2C1=O)N1[C@@H](CCC1)C)CNC(OC(C)(C)C)=O